2-(Diethylsilyl)-1-(methoxymethyl)-1H-indole C(C)[SiH](C=1N(C2=CC=CC=C2C1)COC)CC